FC(CN1CC(CC1)C(=O)N)(F)F 1-(2,2,2-trifluoroethyl)pyrrolidine-3-carboxamide